4-(3-(5-Chloropyridin-2-yl)-1-methyl-1H-pyrazol-4-yl)-6-methyl-1H-pyrazolo[3,4-b]pyridine ClC=1C=CC(=NC1)C1=NN(C=C1C1=C2C(=NC(=C1)C)NN=C2)C